2-oxoethyl 2,3,4-tri-O-acetyl-β-L-fucopyranoside C(C)(=O)O[C@@H]1[C@@H](OCC=O)O[C@H]([C@H]([C@H]1OC(C)=O)OC(C)=O)C